5-(3'-Amino-2-fluoro-4'-methyl[1,1'-biphenyl]-4-yl)-3,6-dihydro-2H-1,3,4-oxadiazin-2-one NC=1C=C(C=CC1C)C1=C(C=C(C=C1)C1=NNC(OC1)=O)F